2-((2-(allyloxy)-4-fluorophenyl)amino)-4-(trifluoromethyl)benzoic acid C(C=C)OC1=C(C=CC(=C1)F)NC1=C(C(=O)O)C=CC(=C1)C(F)(F)F